C1(CC1)C=1C=CC(=C(C1)C1=CC(=NC=C1C(=O)OC)C)OC methyl 4-(5-cyclopropyl-2-methoxyphenyl)-6-methylnicotinate